ClC=1C=CC=C2[C@H](CCOC12)NC(=O)NC1=NN(C=C1)C=1C=NC(=C(C1)OC)OC 1-[(4S)-8-chlorochroman-4-yl]-3-[1-(5,6-dimethoxy-3-pyridyl)pyrazol-3-yl]urea